C1(=CCC(CC1)C(=C)C)C=O P-MENTHA-1,8-DIEN-7-AL